The molecule is a linear amino trisaccharide comprising N-acetyl-alpha-D-glucosamine, beta-D-galactose and N-acetyl-beta-D-glucosamine residues linked sequentially (1->3) and (1->4). It has a role as an epitope. It is an amino trisaccharide and a glucosamine oligosaccharide. CC(=O)N[C@@H]1[C@H]([C@@H]([C@H](O[C@H]1O)CO)O[C@H]2[C@@H]([C@H]([C@H]([C@H](O2)CO)O)O[C@@H]3[C@@H]([C@H]([C@@H]([C@H](O3)CO)O)O)NC(=O)C)O)O